(5-(6-chloro-4-fluoropyridin-3-yl)pyrazin-2-yl)methanol ClC1=CC(=C(C=N1)C=1N=CC(=NC1)CO)F